C(C)(C)(C)OC(N(C)OCC1=CC=CC=C1)=O (benzyloxy)(methyl)carbamic acid tert-butyl ester